C(C)N(CCC1=CNC2=C(C=CC=C12)OC(CCC(=O)O)=O)CC 4-((3-(2-(diethylamino)ethyl)-1H-indol-7-yl)oxy)-4-oxobutyric acid